(5,6-dihydro-8H-imidazo[2,1-c][1,4]oxazin-3-yl)pyrazolo[5,1-b]thiazole-7-carboxamide N=1C=C(N2C1COCC2)C2=CN1C(S2)=C(C=N1)C(=O)N